3,4-dimethyl-8-[(3s,4r)-3-methyl-4-[(2-methyl-4-pyridinyl)oxy]pyrrolidin-1-yl]pyrimido[4',5':4,5]thieno[2,3-c]pyridazine CC1=C(C2=C(N=N1)SC1=C2N=CN=C1N1C[C@@H]([C@H](C1)OC1=CC(=NC=C1)C)C)C